2,5-dimethyl-3-hydroxymethylene-1-phenyl-pyrrole CC1N(C(=CC1=CO)C)C1=CC=CC=C1